N1=CC=C(C=C1)C=1C=C(C=O)C=CC1 3-(4-pyridyl)benzaldehyde